C1(CCCC1)OC=1C=C(C(=O)N2CC3(C4=CC(=CC=C24)NS(=O)(=O)C)CCCCC3)C=CC1 N-(1'-(3-(cyclopentyloxy)benzoyl)spiro[cyclohexane-1,3'-indolin]-5'-yl)methanesulfonamide